ClC1=NC=CC(=N1)N(C=1C=CC2=C(N(N=C2C1)C)C)C N-(2-chloropyrimidine-4-yl)-N,2,3-trimethyl-2H-indazole-6-amine